CO[Si](OC)(OC)CN1CC(OCC1)C(=O)C1=C(SC=C1)C=1SC=CC1 4-(trimethoxysilylmethyl)tetrahydro-1,4-oxazineformyl-2,2'-bithiophene